C[C@@]1(C(N([C@H]2CN[C@@H]12)CC=1C=NC(=CC1)OC)C1=CC=C(C=N1)C=1C=C(NC1)C=1C=NN(C1)C)N 4-(6-((1S,4R,5R)-4-methyl-4-amino-2-((6-methoxypyridin-3-yl)methyl)-2,6-diazabicyclo[3.2.0]heptan-3-yl)pyridin-3-yl)-2-(1-methyl-1H-pyrazol-4-yl)-1H-pyrrole